N1(CCCC1)CCCC(=O)OC(CCCO[Si](C)(C)C(C)(C)C)CCCCCC 1-((tert-butyldimethylsilyl)oxy)decan-4-yl 4-(pyrrolidin-1-yl)butanoate